C(=O)OC=1C(=CC2=C(N=C(S2)C)C1)C1=CC2=C(N=N1)N(CC2)[C@@H]2[C@@H](CNC1(CCC1)C2)F 6-{7-[(7R,8S)-7-fluoro-5-azaspiro[3.5]nonan-8-yl]-6,7-dihydro-5H-pyrrolo[2,3-c]pyridazin-3-yl}-2-methyl-1,3-benzothiazol-5-ol formate